C(C1=CC=CC=C1)OC1=CC=NN1C(C)C 5-(benzyloxy)-1-isopropyl-1H-pyrazole